CC=1C=C(C=C2C(C(=COC12)C1=CC(=CC=C1)C1(CC(C1)C)C1=NN=CN1C)=O)C(C)NC1(CCC1)C 8-methyl-3-(3-(cis-3-methyl-1-(4-methyl-4H-1,2,4-triazol-3-yl)cyclobutyl)phenyl)-6-(1-((1-methylcyclobutyl)amino)ethyl)-4H-chromen-4-one